FC(C=1C=C(C=CC1)[C@H](CCN(C(C(=O)OCC)C1=C(C(=CC=C1)C)C1CCC(CC1)OC(F)(F)F)C)CCN1CCCCC1)F ethyl 2-(((S)-3-(3-(difluoromethyl)phenyl)-5-(piperidin-1-yl)pentyl)(methyl)amino)-2-(3-methyl-2-((1r,4S)-4-(trifluoromethoxy)cyclohexyl)phenyl)acetate